(R)-2-methyl-N-((1R,9S,10R,11R,12R,13S,14R,E)-12,13,14-trihydroxy-9-methyl-15-oxa-2-thiabicyclo[9.3.1]pentadec-7-en-10-yl)propane-2-sulfinamide CC(C)(C)[S@@](=O)N[C@@H]1[C@H](/C=C/CCCCS[C@@H]2[C@@H]([C@H]([C@H]([C@@H]1O2)O)O)O)C